COC([C@@H](O)C)=O Methyl-(S)-lactat